2,6-dibenzyloxy-3-(4-bromophenyl)pyridine C(C1=CC=CC=C1)OC1=NC(=CC=C1C1=CC=C(C=C1)Br)OCC1=CC=CC=C1